BrC1=C(C=CC2=CC=C(C=C12)OC)N 1-Bromo-7-methoxynaphthalen-2-amine